N[C@@H]1CN(CCC1)C1=CC(=NC=C1C=1C=NN(C1)C(F)(F)F)NC1=NC(=C(C=C1)[N+](=O)[O-])C1=C(C=CC=C1OC)F 4-((S)-3-aminopiperidin-1-yl)-N-(6-(2-fluoro-6-methoxyphenyl)-5-nitropyridin-2-yl)-5-(1-(trifluoromethyl)-1H-pyrazol-4-yl)pyridin-2-amine